(3R)-3-amino-1,1-dioxo-7-[5-(2,2,2-trifluoroethyl)-1,3,4-oxadiazol-2-yl]-5-[[4-(trifluoromethoxy)phenyl]methyl]-2,3-dihydro-1λ6,5-benzothiazepin-4-one N[C@H]1CS(C2=C(N(C1=O)CC1=CC=C(C=C1)OC(F)(F)F)C=C(C=C2)C=2OC(=NN2)CC(F)(F)F)(=O)=O